prop-2-en-1-yl (2S,3S,4S,5R,6S)-6-(2-nitro-4-{[(4-nitrophenoxycarbonyl)oxy]methyl}phenoxy)-3,4,5-tris({[(prop-2-en-1-yloxy)carbonyl]oxy})oxane-2-carboxylate [N+](=O)([O-])C1=C(O[C@H]2[C@@H]([C@H]([C@@H]([C@H](O2)C(=O)OCC=C)OC(=O)OCC=C)OC(=O)OCC=C)OC(=O)OCC=C)C=CC(=C1)COC(=O)OC1=CC=C(C=C1)[N+](=O)[O-]